8-bromo-N-((5-fluoro-2,3-dihydrobenzofuran-4-yl)methyl)-[1,2,4]-triazolo[4,3-c]pyrimidin-5-amine BrC=1C=2N(C(=NC1)NCC1=C(C=CC3=C1CCO3)F)C=NN2